butyl 3-((1,3-dioxoisoindolin-2-yl)methyl)-7,8-dihydropyrido[4,3-c]pyridazine-6(5H)-carboxylate O=C1N(C(C2=CC=CC=C12)=O)CC1=CC2=C(N=N1)CCN(C2)C(=O)OCCCC